4-bromo-1'-(1H-indazole-5-carbonyl)-1-[2-(2-methylthiomorpholin-4-yl)-2-oxoethyl]spiro[indole-3,4'-piperidin]-2-one BrC1=C2C(=CC=C1)N(C(C21CCN(CC1)C(=O)C=1C=C2C=NNC2=CC1)=O)CC(=O)N1CC(SCC1)C